C1(CC1)C1=CC(=NO1)C1=NN(C2=C1C(=NC=C2F)NCC2=C(C=C(C=C2)OC)OC)C(C)C 3-(5-cyclopropylisoxazol-3-yl)-N-(2,4-dimethoxybenzyl)-7-fluoro-1-isopropyl-1H-pyrazolo[4,3-c]Pyridin-4-amine